[Si](C)(C)(C(C)(C)C)O[C@@H]([C@H](CC=1SC=2C(N1)=C(C=CC2)C(=O)OCC)OC2CCCC2)C2=CC(=C(C(=C2)OCC)C#N)OCC ethyl 2-[(2S,3R)-3-[tert-butyl (dimethyl) silyl]oxy-3-(4-cyano-3,5-diethoxy-phenyl)-2-(cyclopentoxy) propyl]-1,3-benzothiazole-4-carboxylate